2-(cyclopent-1-en-1-yl)-4-(2-fluorophenyl)-nicotinic acid C1(=CCCC1)C1=C(C(=O)O)C(=CC=N1)C1=C(C=CC=C1)F